(S)-N-(3-(N-(tert-Butyl)sulfamoyl)phenyl)-4-(1,2-dihydroxypropan-2-yl)-2-(6-azaspiro[2.5]octan-6-yl)benzamide C(C)(C)(C)NS(=O)(=O)C=1C=C(C=CC1)NC(C1=C(C=C(C=C1)[C@](CO)(C)O)N1CCC2(CC2)CC1)=O